N,N-dimethylhexacosa-17,20-dien-7-amine CN(C(CCCCCC)CCCCCCCCCC=CCC=CCCCCC)C